ClC=1C(=C2C(=C3N(C2=CC1)CCCC(C3=O)C(=O)[O-])C=3C=NN(C3)C3OCCCC3)Cl dichloro-10-oxo-11-(1-tetrahydropyran-2-ylpyrazol-4-yl)-6,7,8,9-tetrahydroazepino[1,2-a]indole-9-carboxylate